CN(C)CC=1C=C(C=CC1)NC=1C(=NC(=CC1)C1=CC(=CC=C1)OC)OC N-(3-((Dimethylamino)methyl)phenyl)-2-methoxy-6-(3-methoxyphenyl)pyridin-3-amin